N1(CCC1)C1=CC2=C(C=C(O2)C(=O)NS(=O)(=O)C2=C(C(=CC=C2)F)OCC)C(=C1)F 6-(azetidin-1-yl)-N-(2-ethoxy-3-fluoro-phenyl)sulfonyl-4-fluoro-benzofuran-2-carboxamide